NC[C@@H]1CC2=NC=CC=C2OC2=C1C=C(C=C2)C#N |o1:2| (R*)-10-(aminomethyl)-10,11-dihydrobenzo[6,7]-oxepino[3,2-b]pyridine-8-carbonitrile